Cl.O1C(=NC=C1)C1=CC2=C(C=N1)N=C(S2)N 6-(oxazol-2-yl)thiazolo[4,5-c]pyridin-2-amine hydrochloride